(S)-11-amino-3-cyclopropyl-7-isopropyl-4,5,6,7-tetrahydroisoxazolo[4'',3'':6',7']cyclohepta[1',2':4,5]pyrrolo[2,3-d]pyrimidin-4-ol NC=1C2=C(N=CN1)N(C1=C2C=2C([C@H](CC1)O)=C(ON2)C2CC2)C(C)C